N-[3-[2-(difluoromethoxy)-5-[4-[2-(dimethylamino)-2-oxo-ethyl]phenoxy]phenyl]-1-methyl-pyrazol-4-yl]pyrazolo[1,5-a]pyrimidine-3-carboxamide FC(OC1=C(C=C(C=C1)OC1=CC=C(C=C1)CC(=O)N(C)C)C1=NN(C=C1NC(=O)C=1C=NN2C1N=CC=C2)C)F